N1=C(N=CC=C1)C=1C=NN(C(C1)=S)CCC(=O)OCCCC butyl 3-(4-pyrimidin-2-yl-6-thioxo-pyridazin-1-yl)propanoate